S1C(=CC=C1)C(=O)[O-] thiophen-2-carboxylat